4-(2,6-dioxopiperidin-1-yl)isoindoline-2-carbonitrile O=C1N(C(CCC1)=O)C1=C2CN(CC2=CC=C1)C#N